C12(CC(C1)C2)N2N=C(C(=C2)C(=O)NC2=NC(=CC=C2)C=2N1C(=NN2)CC[C@@H]1C)OC (S)-1-(bicyclo[1.1.1]pentan-1-yl)-3-methoxy-N-(6-(5-methyl-6,7-dihydro-5H-pyrrolo[2,1-c][1,2,4]triazol-3-yl)pyridin-2-yl)-1H-pyrazole-4-carboxamide